CC=1N=NC2=CC=C(C=C2C1)C1=CN=C(S1)NC(OC1C(OC(C1)(C)C)(C)C)=O 2,2,5,5-tetramethyltetrahydrofuran-3-yl (5-(3-methylcinnolin-6-yl)thiazol-2-yl)carbamate